N,N-dibenzyl-4-bromo-2-fluoroaniline C(C1=CC=CC=C1)N(C1=C(C=C(C=C1)Br)F)CC1=CC=CC=C1